Methyl 2-(tert-butoxycarbonylamino)-3-(1-methyl-3-oxo-2,4-dihydroquinoxalin-2-yl)propanoate C(C)(C)(C)OC(=O)NC(C(=O)OC)CC1N(C2=CC=CC=C2NC1=O)C